(E)-3-(2-((2,3-dihydro-1H-indene-2-yl)amino)pyrimidin-5-yl)acrylic acid C1C(CC2=CC=CC=C12)NC1=NC=C(C=N1)/C=C/C(=O)O